C(C)(C)(C)OC(=O)NC1=C(C=C(C=C1)C1=CC=C(C=C1)F)NC(=O)C=1SC2=C(C1)C=C(C=C2)CS(=NC(OC(C)(C)C)=O)(=O)C tert-butyl N-[[2-[[2-(tert-butoxycarbonylamino)-5-(4-fluorophenyl)phenyl]carbamoyl]benzothiophen-5-yl]methyl-methyl-oxo-sulfanylidene]carbamate